C(CCCC(CCCCC)O)O decane-1,5-diol